C(CCCCC(=O)O)(=O)O.FC1=C(C(=O)N2CCC(CC2)N2CC(C2)(N2N=CC(=C2)C=2C3=C(N=CN2)NC=C3)CC#N)C=CN=C1C(F)(F)F {1-{1-[3-fluoro-2-(trifluoromethyl)isonicotinoyl]piperidin-4-yl}-3-[4-(7H-pyrrolo[2,3-d]pyrimidin-4-yl)-1H-pyrazol-1-yl]azetidin-3-yl}acetonitrile adipic acid salt